FC1=C(C=CC=2OCCOC21)C=2NC(C=1N(C2)N=C(C1)C(=O)OC)=O Methyl 6-(5-fluoro-2,3-dihydro-1,4-benzodioxin-6-yl)-4-oxo-4,5-dihydropyrazolo[1,5-a]pyrazine-2-carboxylate